C(#CCCCCCCCCCCCC)O tetradecynol